(4-iodo-1H-pyrazolo[3,4-b]pyridin-3-yl)isoindoline-1,3-dione IC1=C2C(=NC=C1)NN=C2N2C(C1=CC=CC=C1C2=O)=O